ClC=1C(=C(C(=CC1)F)C1=NC2=CN=C3N(C4=C2N1CC4)N=CN3)F 3-(3-chloro-2,6-difluorophenyl)-2,7-dihydro-1H-2a,4,6,7,9,9a-hexaazadicyclopenta[cd,f]azulene